NC1=CC=CC(=N1)C=1C(=C2C(=NC1)NC=C2)N[C@H]2CN(CCC2)C(CC#N)=O (R)-3-(3-((5-(6-aminopyridin-2-yl)-1H-pyrrolo[2,3-b]pyridin-4-yl)amino)piperidin-1-yl)-3-oxopropanenitrile